8-[[1-[bis(chloromethyl)sulfamoyl]cyclopropyl]methoxy]-N-[(4-cyanophenyl)methyl]-1-methyl-2-oxo-1,7-naphthyridine-3-carboxamide ClCN(S(=O)(=O)C1(CC1)COC=1N=CC=C2C=C(C(N(C12)C)=O)C(=O)NCC1=CC=C(C=C1)C#N)CCl